(4S,5R)-methyl-5-(2-methylphenyl)-2,2-dimethyl-1,3-dioxolane-4-carboxylate COC(=O)[C@H]1OC(O[C@@H]1C1=C(C=CC=C1)C)(C)C